4-(2-(((R)-(2-fluorophenyl)((R)-1,2,3,4-tetrahydropyrido[2,3-b]pyrazin-3-yl)methyl)amino)ethyl)benzonitrile FC1=C(C=CC=C1)[C@H]([C@H]1CNC2=C(N1)N=CC=C2)NCCC2=CC=C(C#N)C=C2